C(CC)(=O)C=1N=NN(C1)CCC[Si](OC)(OC)OC 4-propionyl-1-[3-(trimethoxysilyl)propyl]-1,2,3-triazole